[Br-].C(CCCC)[N+](C1=CC=CC=C1)(C1=CC=CC=C1)C1=CC=CC=C1 n-amyl-triphenylammonium bromide